ClC=1C(=NC(=NC1)NC1CCOCC1)C1=CC=C2CN(C(C2=C1)=O)C1(CC1)C(=O)N[C@H](C)C1=CC(=CC=C1)OC 1-(6-{5-chloro-2-[(oxan-4-yl)amino]pyrimidin-4-yl}-1-oxo-2,3-dihydro-1H-isoindol-2-yl)-N-[(1R)-1-(3-methoxyphenyl)ethyl]cyclopropane-1-carboxamide